C[C@H]1N(CCOC1)C1=NC2=C(N=CC=C2C(=C1)C=1N(C=CC1)C)C1=CC=NN1 2-[(3R)-3-methylmorpholin-4-yl]-4-(1-methyl-1H-pyrrol-2-yl)-8-(1H-pyrazol-5-yl)-1,7-naphthyridine